3-[(3-Methoxyphenyl)sulfanyl]-5,6-dimethylpyridazine-4-carboxylic acid COC=1C=C(C=CC1)SC=1N=NC(=C(C1C(=O)O)C)C